1-[1-[2-chloro-4-[[3-[1-(cyanomethyl)-3-(trifluoromethyl)pyrazol-4-yl]imidazo[1,2-a]pyrazin-8-yl]amino]benzoyl]azetidin-3-yl]-3-[(3R)-pyrrolidin-3-yl]urea ClC1=C(C(=O)N2CC(C2)NC(=O)N[C@H]2CNCC2)C=CC(=C1)NC=1C=2N(C=CN1)C(=CN2)C=2C(=NN(C2)CC#N)C(F)(F)F